FC1=C(CC=2C(=NC=C(N2)C2=C(C(=CC=C2)[N+](=O)[O-])F)N\C(\C(=O)O)=C/C=2OC=CC2)C(=CC=C1)F (Z)-2-((3-(2,6-difluorobenzyl)-5-(2-fluoro-3-nitrophenyl)pyrazin-2-yl)amino)-3-(furan-2-yl)acrylic acid